1-(2-((4-fluoro-phenyl)amino)-5-methyl-pyrimidin-4-yl)-N-(2-hydroxy-1-phenylethyl)-1H-pyrrole-3-carboxamide FC1=CC=C(C=C1)NC1=NC=C(C(=N1)N1C=C(C=C1)C(=O)NC(CO)C1=CC=CC=C1)C